N1C(=NC2=C1C=CC=C2)CNCCC=2SC=C(N2)C(=O)NCC=2C=NC(=CC2C)C 2-{2-[(1H-1,3-Benzodiazol-2-ylmethyl)amino]ethyl}-N-[(4,6-dimethylpyridin-3-yl)methyl]-1,3-thiazole-4-carboxamide